4-((1R,5S)-3,8-Diazabicyclo[3.2.1]octan-3-yl)-7-(8-ethynyl-7-fluoro-3-hydroxynaphthalen-1-yl)-2-((((S)-1-methylpyrrolidin-2-yl)methyl)thio)-6,7-dihydropyrido[3,4-d]pyrimidin-8(5H)-one [C@H]12CN(C[C@H](CC1)N2)C=2C1=C(N=C(N2)SC[C@H]2N(CCC2)C)C(N(CC1)C1=CC(=CC2=CC=C(C(=C12)C#C)F)O)=O